((2R,4R)-4-(aminomethyl)-4-hydroxyisoquinolin-2(1H)-yl)((S)-1-(4-fluorophenyl)-3,4-dihydroisoquinolin-2(1H)-yl)methanone NC[C@]1(CN(CC2=CC=CC=C12)C(=O)N1[C@H](C2=CC=CC=C2CC1)C1=CC=C(C=C1)F)O